FC1=C(C(=CC=C1)C)NC1=NC(=NC=C1C(=O)N)NC1=C(C=C2CCNCC2=C1)OC 4-[(2-fluoro-6-methylphenyl)amino]-2-[(6-methoxy-1,2,3,4-tetrahydroisoquinolin-7-yl)amino]pyrimidine-5-carboxamide